methyl 6-(1,4-dimethyl-1H-1,2,3-triazol-5-yl)-1-methyl-4-((4-methylpyridin-3-yl) (tetrahydro-2H-pyran-4-yl) methyl)-1,4-dihydropyrazolo[3',4':4,5]pyrrolo[3,2-b]pyridine-3-carboxylate CN1N=NC(=C1C=1C=C2C(=NC1)C1=C(N2C(C2CCOCC2)C=2C=NC=CC2C)C(=NN1C)C(=O)OC)C